C1(=CC=CC=C1)C1=NC2=CC(=CC=C2C=C1)C1=NN2C(NCCC23COC3)=C1C(=O)N 2'-(2-phenylquinolin-7-yl)-5',6'-dihydro-4'H-spiro[oxetane-3,7'-pyrazolo[1,5-a]pyrimidine]-3'-carboxamide